BrC=1C=C(C=2N(C1)C=C(N2)NC(=O)C2CN(C2)C(C)C)F N-(6-bromo-8-fluoro-imidazo[1,2-a]pyridin-2-yl)-1-isopropyl-azetidine-3-carboxamide